(S)-6-(((1-methyl-1H-indazol-7-yl)(1-(1-(trifluoromethyl)cyclopropyl)-1H-1,2,3-triazol-4-yl)methyl)amino)-4-(neopentylamino)quinoline-3,8-dicarbonitrile CN1N=CC2=CC=CC(=C12)[C@@H](C=1N=NN(C1)C1(CC1)C(F)(F)F)NC=1C=C2C(=C(C=NC2=C(C1)C#N)C#N)NCC(C)(C)C